1-(3-Ethoxy-5-{6-[2-(7-fluoro-4-methoxy-2-methyl-indol-1-yl)-ethylamino]-pyrimidin-4-yl}-thiophen-2-yl)-ethanol C(C)OC1=C(SC(=C1)C1=NC=NC(=C1)NCCN1C(=CC2=C(C=CC(=C12)F)OC)C)C(C)O